3-(morpholinomethyl)benzonitrile O1CCN(CC1)CC=1C=C(C#N)C=CC1